C(C)(C)(C)OC(=O)N1CCC(CCC1)OCC=1C(=NOC1C1CC1)C1=C(C=CC=C1Cl)Cl 4-((5-cyclopropyl-3-(2,6-dichlorophenyl)isoxazol-4-yl)methoxy)azepane-1-carboxylic acid tert-butyl ester